FC=1C=C(C=C(C1)F)C1=NO[C@@](C1)(C(F)(F)F)C(=O)N[C@@H]1C[C@@H](CC1)C(=O)OCC ethyl (1R,3S)-3-({[(5R)-3-(3,5-difluorophenyl)-5-(trifluoromethyl)-4,5-dihydro-1,2-oxazol-5-yl]carbonyl}amino)cyclopentanecarboxylate